4-(2-fluorobenzyl)-N-(pyrrolidin-3-yl)-3,4-dihydroquinoxaline-1(2H)-carboxamide FC1=C(CN2CCN(C3=CC=CC=C23)C(=O)NC2CNCC2)C=CC=C1